Methyl (rac)-4-((2-ethoxy-1-hydroxycyclopentyl)ethynyl)benzoate C(C)OC1C(CCC1)(O)C#CC1=CC=C(C(=O)OC)C=C1